tetra-tert-butyl ((((2,4,6,8-tetramethyl-1,3,5,7,2,4,6,8-tetraoxatetrasilocane-2,4,6,8-tetrayl)tetrakis(ethane-2,1-diyl))tetrakis(sulfanediyl))tetrakis(ethane-2,1-diyl))tetracarbamate C[Si]1(O[Si](O[Si](O[Si](O1)(C)CCSCCNC(OC(C)(C)C)=O)(C)CCSCCNC(OC(C)(C)C)=O)(C)CCSCCNC(OC(C)(C)C)=O)CCSCCNC(OC(C)(C)C)=O